FC1=CC=C2C(NN=C(C2=C1)C1=CC2=C(NC(=N2)NC(OCCOC)=O)C=C1)=O 2-Methoxyethyl (5-(7-fluoro-4-oxo-3,4-dihydrophthalazin-1-yl)-1H-benzimidazol-2-yl)carbamate